CCCCCCS=C(C)[O-] S-(6-hexyl)ethanethioate